methyl-(2,3-dimethoxyphenyl)methanol CC(O)C1=C(C(=CC=C1)OC)OC